3-((benzyloxy)methyl)-4-ethyl-1-(7-fluoro-4-isopropyl-1-oxo-1H-isochromen-6-yl)-1H-1,2,4-triazol-5(4H)-one C(C1=CC=CC=C1)OCC1=NN(C(N1CC)=O)C=1C=C2C(=COC(C2=CC1F)=O)C(C)C